COC=1C=CC(=NC1)N (5-methoxy-pyridin-2-yl)-amine